BrCC=1C=C(C=CC1)NC(C)=O N-[3-(bromomethyl)phenyl]acetamide